vinylphosphate C(=C)OP(=O)([O-])[O-]